The molecule is ferriheme a protonated to pH 7.3. It has a role as a cofactor. It is a conjugate base of a ferriheme a. CC1=C(C2=CC3=NC(=CC4=C(C(=C([N-]4)C=C5C(=C(C(=N5)C=C1[N-]2)C=C)C)[C@H](CC/C=C(\\C)/CC/C=C(\\C)/CCC=C(C)C)O)C)C(=C3CCC(=O)[O-])C=O)CCC(=O)[O-].[Fe+3]